2-formyl-1-methyl-4,6-dihydropyrrolo[3,4-d]imidazole-5(1H)-carboxylic acid tert-butyl ester C(C)(C)(C)OC(=O)N1CC=2N(C(=NC2C1)C=O)C